2,2-dichloroazoxybenzene ClC1(C(C=CC=C1)[N+]([O-])=NC1=CC=CC=C1)Cl